COC([C@@H](CCC1=NC(=NO1)C1=CC=CC=C1)NC(=O)OC(C)(C)C)=O.CC1=C(C=CC=C1)C(=C)CC(=O)N (1-(2-methylphenyl)vinyl)acetamide methyl-(R)-2-((tert-butoxycarbonyl)amino)-4-(3-phenyl-1,2,4-oxadiazol-5-yl)butanoate